pentafluorobutanenon methyl-4-(2-(6-fluoro-1H-indol-3-yl)acetamido)-1-methylpiperidine-3-carboxylate COC(=O)C1CN(CCC1NC(CC1=CNC2=CC(=CC=C12)F)=O)C.FC=C(C(C(F)(F)F)=O)F